1-(quinolin-6-yl)ethan-1-amine N1=CC=CC2=CC(=CC=C12)C(C)N